C(C)(C)(C)OC(=O)N1C2CN(CC1CC2)C=2C1=C(N=C(N2)OCC2(CC2)C=O)C(=C(N=C1)C1=C(C(=CC(=C1)O)Cl)C1CC1)F 3-(7-(3-chloro-2-cyclopropyl-5-hydroxyphenyl)-8-fluoro-2-((1-formylcyclopropyl)methoxy)pyrido[4,3-d]pyrimidin-4-yl)-3,8-diazabicyclo[3.2.1]octane-8-carboxylic acid tert-butyl ester